FC1=CC=C(C=C1)N1C(C2=CC=C(C=C2CC1)OC)=O 2-(4-Fluorophenyl)-6-methoxy-3,4-dihydroisoquinolin-1(2H)-one